C1(=CC=C2C=CC3=CC=CC4=CC=C1C2=C34)C(=O)C=3C(=C(C4=CC=C2C=CC=C1C=CC3C4=C12)O)C(=O)C1=CC=C2C=CC4=CC=CC3=CC=C1C2=C43 bis(pyrenylcarbonyl)hydroxypyrene